dodecyl mercaptan iodine [I].C(CCCCCCCCCCC)S